(E)-3-(1-(3-Chlorophenyl)-3-(1-methylcyclopropyl)-1H-pyrazol-5-yl)-N-(2-oxo-2,3-dihydro-1H-benzo[d]imidazol-4-yl)acrylamid ClC=1C=C(C=CC1)N1N=C(C=C1/C=C/C(=O)NC1=CC=CC=2NC(NC21)=O)C2(CC2)C